[N+](=O)([O-])C1=C(C(=O)O)C=C(C(=C1)C(=O)O)[N+](=O)[O-] 2,5-dinitro-terephthalic acid